FC1=C(C=CC=C1)N1C(C2=C(N=CN=C2)C2(CN(CC2)C)C1)=O 6-(2-fluorophenyl)-1'-methyl-6,7-dihydro-5H-spiro[pyrido[4,3-d]pyrimidine-8,3'-pyrrolidin]-5-one